C(C)(=O)NC1=CC(=C(C=C1)O)CN(C)C 4-acetamido-2-((dimethylamino)methyl)phenol